2-[(4-bromo-3-fluoro-phenyl)-methoxy-methylene]malononitrile BrC1=C(C=C(C=C1)C(=C(C#N)C#N)OC)F